C1(CCC1)COC=1C=CC2=C(C(=C(O2)C)C(=O)NC(C(=O)N)(C)C)C1 2-{[5-(cyclobutylmethoxy)-2-methyl-1-benzofuran-3-yl]formamido}-2-methylpropanamide